[Cl-].[Na+].Cl(=O)(=O)(=O)[O-].[Na+].F[B-](F)(F)F.[Na+] Sodium tetrafluoroborate Sodium perchlorate Sodium chloride